CS(=O)(=O)C[C@@H]1[C@H](N(C1)C=1C=CC(=C2C=C(N=CC12)NC1=NC(=NC=C1)N1C[C@H]([C@](CC1)(O)C)O)C(C)C)C (3R,4S)-1-[4-({8-[(2R,3S)-3-(methanesulfonylmeth-yl)-2-methylazetidin-1-yl]-5-(propan-2-yl)isoquinolin-3-yl}amino)pyrimidin-2-yl]-4-methylpiperidine-3,4-diol